ClC=1C=C(C(=NC1)N1C([C@H](N(C(C1)=O)CC1=CC(=C(C=C1)C)F)C1COC1)=O)F (R)-1-(5-chloro-3-fluoro-pyridin-2-yl)-4-(3-fluoro-4-methylbenzyl)-3-(oxetan-3-yl)piperazine-2,5-dione